trans-(4RS,3RS)-4-(pyridin-2-yldithio)tetrahydrofuran-3-ol N1=C(C=CC=C1)SS[C@H]1[C@@H](COC1)O |r|